C(#N)C1=C(SC2=C1C(=NC=C2F)C=2C1=C(C=3C=NC(=NC3C2F)N2C[C@H](CC2)N2[C@H](CCC2)COC)COC1)NC(OC(C)(C)C)=O tert-Butyl (3-cyano-7-fluoro-4-(5-fluoro-3-((2R,3'S)-2-(methoxymethyl)-[1,3'-bipyrrolidin]-1'-yl)-7,9-dihydrofuro[3,4-f]quinazolin-6-yl)thieno[3,2-c]pyridin-2-yl)carbamate